ClC1=NC(=C(C=C1Cl)OC)OCCCN1CCCC1 2,3-dichloro-5-methoxy-6-[3-(pyrrolidin-1-yl)propoxy]pyridine